(2S,7aR)-7a-(hydroxymethyl)-6-methylenehexahydro-1H-pyrrolizin-2-ol OC[C@@]12CC(CN2C[C@H](C1)O)=C